7-(tert-butylcarbamoyl)-2-methyl-8-(naphthalen-1-ylmethyl)-6-oxo-9-(3-(trifluoromethyl)phenyl)-3,4-dihydro-2H,6H-pyrido[1,2-e][1,2,5]thiadiazine-4-carboxylic acid 1,1-dioxide C(C)(C)(C)NC(=O)C1=C(C(=C2N(C(CN(S2(=O)=O)C)C(=O)O)C1=O)C1=CC(=CC=C1)C(F)(F)F)CC1=CC=CC2=CC=CC=C12